4-oxoheptanedioic acid di-cyclohexyl ester C1(CCCCC1)OC(CCC(CCC(=O)OC1CCCCC1)=O)=O